COC1=C(C=CC(=C1)N1CCN(CC1)C)NC1=NC=CC(=C1)NC=1C=C(C(=O)NC)C=CC1 3-((2-((2-Methoxy-4-(4-methylpiperazin-1-yl)phenyl)amino)pyridin-4-yl)amino)-N-methylbenzamide